O=C1NC(CCC1NC1=CC(=C(C=C1OC)N1CCC(CC1)CN1CCC2(CC(C2)NC(=O)C2=NC=CC(=C2)OC)CC1)F)=O N-(7-((1-(4-((2,6-dioxopiperidin-3-yl)amino)-2-fluoro-5-methoxyphenyl)piperidin-4-yl)methyl)-7-azaspiro[3.5]nonan-2-yl)-4-methoxypyridinamide